2-mercaptotolylimidazole SC1=C(C=CC=C1C=1NC=CN1)C